C(CCCCCC(C)(C)C)(=O)[O-].[Mn+2].C(CCCCCC(C)(C)C)(=O)[O-] Manganese (neodecanoate)